CC1=C(C=C(C=N1)NC(=O)N1OCC[C@H]1C1=CC=CC=C1)C1=CC=C2C(=NNC2=C1)C(NC)=O (S)-N-(6-methyl-5-(3-(methylcarbamoyl)-1H-indazol-6-yl)pyridin-3-yl)-3-phenylisoxazolidine-2-carboxamide